4-(4-(chloromethyl)phenoxy)-4-ethynyl-tetrahydro-2H-pyran ClCC1=CC=C(OC2(CCOCC2)C#C)C=C1